O1C(=NC=C1)C1=NC=C(C=O)C=C1 6-(oxazol-2-yl)nicotinaldehyde